C(#N)[C@H](CC1=C(C=C(C=C1)C=1SC=C(N1)C)F)NC(=O)[C@H]1OCCCN(C1)C(=O)OC(C)(C)C tert-butyl (S)-2-(((S)-1-cyano-2-(2-fluoro-4-(4-methylthiazol-2-yl)phenyl)ethyl) carbamoyl)-1,4-oxazepane-4-carboxylate